5-((2R,5S)-2-(5-fluoropyridin-3-yl)-5-(hydroxymethyl)pyrrolidin-1-yl)-N-((R)-1,1,1-trifluoropropan-2-yl)pyrazolo[1,5-a]pyrimidine-3-carboxamide FC=1C=C(C=NC1)[C@@H]1N([C@@H](CC1)CO)C1=NC=2N(C=C1)N=CC2C(=O)N[C@@H](C(F)(F)F)C